ClC1=C(C(=C(C=C1OC)OC)Cl)C1=CC2=C(N=C(N=C2)N[C@@H]2COCC[C@@H]2NC(C=C)=O)C(=N1)NCCSC(C)C N-((3S,4S)-3-((6-(2,6-dichloro-3,5-di-methoxyphenyl)-8-((2-(isopropylthio)ethyl)amino)pyrido[3,4-d]pyrimidin-2-yl)amino)tetrahydro-2H-pyran-4-yl)acrylamide